C(C)(C)C1=C(NC2=CC=C(C=C12)C(C(=O)NCC1NCCCC1)(C)C)C1=CC(=NC=C1)C 2-(3-isopropyl-2-(2-methylpyridin-4-yl)-1H-indol-5-yl)-2-methyl-N-(piperidin-2-ylmethyl)propionamide